ClC1=C(C(=O)NC(C(=O)O)CC2=CC=C(C=C2)OCCCCNC2=NCC(N(C2)C)=O)C(=CC=C1)Cl 2-(2,6-dichlorobenzamido)-3-(4-(4-((4-methyl-5-oxo-3,4,5,6-tetrahydropyrazin-2-yl)amino)butoxy)phenyl)propanoic acid